N[C@H]1CS(C2=C(N(C1=O)CC1=CC=C(C=C1)Cl)C=C(C(=C2)F)C2=CN=NC(=C2)OC(C)C)(=O)=O (3R)-3-amino-5-[(4-chlorophenyl)methyl]-8-fluoro-7-(6-isopropoxypyridazin-4-yl)-1,1-dioxo-2,3-dihydro-1λ6,5-benzothiazepine-4-One